N1C=C(C=2C1=NC=CC2)CNC=2C1=C(N=C(N2)OC[C@]23CCCN3C[C@@H](C2)F)C(=C(N=C1)C1=CC(=CC2=CC=C(C(=C12)C#C)F)O)F 4-(4-(((1H-pyrrolo[2,3-b]pyridin-3-yl)methyl)amino)-8-fluoro-2-(((2R,7aS)-2-fluorohexahydro-1H-pyrrolizin-7a-yl)methoxy)pyrido[4,3-d]pyrimidin-7-yl)-5-ethynyl-6-fluoronaphthalen-2-ol